(S)-tert-butyl (6-(2-ethyl-1,3-dioxolan-2-yl)-1-(5-(7-methoxy-2-methylquinolin-6-yl)-1,3,4-oxadiazol-2-yl)hexyl)carbamate C(C)C1(OCCO1)CCCCC[C@@H](C=1OC(=NN1)C=1C=C2C=CC(=NC2=CC1OC)C)NC(OC(C)(C)C)=O